ClC=1C=C2C(=CC1)C(N(C[C@@]21C(N(C[C@@H]1CNCC)C1=CN=CC2=CC=CC=C12)=O)CC1CCOCC1)=O (4S,4'S)-6-chloro-4'-[(ethylamino)methyl]-1'-(4-isoquinolyl)-2-[(tetrahydropyran-4-ylmethyl)]spiro[3H-isoquinoline-4,3'-pyrrolidine]-1,2'-dione